CC(CO)=CC1(CC1)C1C(C(=CC1)C)(C)C 2-methyl-3-[1-(2,2,3-trimethylcyclopent-3-en-1-yl)cyclopropyl]prop-2-en-1-ol